COC1=CC2=C(C(C2)C#N)C=C1OC 4,5-dimethoxy-1-cyanobenzocyclobutane